methyl 4-(2-(3-(benzyloxy)cyclobutyl)-3-fluorophenyl)-2-methyl-5-oxo-1,4,5,7-tetrahydrofuro[3,4-b]pyridine-3-carboxylate C(C1=CC=CC=C1)OC1CC(C1)C1=C(C=CC=C1F)C1C2=C(NC(=C1C(=O)OC)C)COC2=O